(R)-7-amino-4-(3-(difluoromethyl)benzyl)-8-fluoro-2-methyl-6-(trifluoromethyl)-2H-benzo[b][1,4]oxazin-3(4H)-one NC=1C(=CC2=C(O[C@@H](C(N2CC2=CC(=CC=C2)C(F)F)=O)C)C1F)C(F)(F)F